C(C)OC1=C(C=C(C=C1)S(=O)(=O)NC1CN(C1)C(=O)OC(C)(C)C)C1=NN2C(C(N1)=O)=C(N=C2CCC)C tert-butyl 3-((4-ethoxy-3-(5-methyl-4-oxo-7-propyl-3,4-dihydroimidazo[5,1-f][1,2,4]triazin-2-yl)phenyl)sulfonamido)azetidine-1-carboxylate